O[C@H]1[C@@H](O[C@@H]([C@@H]([C@@H]1N1N=NC(=C1)C1=CC(=C(C(=C1)F)F)F)O)CO)SC(C(=O)N(C)CC)C(CC)O 2-(((2S,3R,4S,5R,6R)-3,5-Dihydroxy-6-(hydroxymethyl)-4-(4-(3,4,5-trifluorophenyl)-1H-1,2,3-triazol-1-yl)tetrahydro-2H-pyran-2-yl)thio)-N-ethyl-3-hydroxy-N-methylpentanamide